ethyl 5-(2,5-difluorobenzyl)-4H-1,2,4-triazole-3-carboxylate FC1=C(CC=2NC(=NN2)C(=O)OCC)C=C(C=C1)F